ClN1C(C(=CC2=NC=CC=C12)C#N)=O chloro-2-oxo-1,2-dihydro-1,5-naphthyridine-3-carbonitrile